COCC1=CC=CC(=N1)CCN 2-(6-(methoxymethyl)pyridine-2-yl)ethan-1-amine